N1C(=NC2=C1C=CC=C2)NC2CC(C1=C2C=C(C=2C=C(N=CC12)C1CC1)S(=O)(=O)NCC(C)C)NC1=NC2=C(N1)C=CC=C2 7,9-bis(1H-benzimidazol-2-ylamino)-3-cyclopropyl-N-(2-methylpropyl)-8,9-dihydro-7H-cyclopenta[h]isoquinoline-5-sulfonamide